C(C)S(=O)(=O)C=1C=CC(=NC1C1=NC=C2N1C=CN=C2OCC(C(F)(F)F)(F)F)NC(=O)NC 1-[5-ethylsulfonyl-6-[8-(2,2,3,3,3-penta-fluoropropoxy)imidazo[1,5-a]pyrazin-3-yl]-2-pyridyl]-3-methyl-urea